rac-2-Chloro-4-{4-[(6-cyclopropyl-imidazo[1,5-a]pyrazin-5-yl)-hydroxy-methyl]-[1,2,3]triazol-1-yl}-phenol ClC1=C(C=CC(=C1)N1N=NC(=C1)[C@H](O)C1=C(N=CC=2N1C=NC2)C2CC2)O |r|